3-methyl-2-phenylpyridine iridium (III) [Ir+3].CC=1C(=NC=CC1)C1=CC=CC=C1